fumaric acid imide C1(C=CC(N1)=O)=O